C(#N)C=1C(=NC=CC1)N1C=C(C(C2=CC(=C(C(=C12)Cl)N1CCNCC1)F)=O)C(=O)O 1-(3-cyano-2-pyridyl)-8-chloro-6-fluoro-1,4-dihydro-7-piperazinyl-4-oxo-3-quinolinecarboxylic acid